1-octyl-3-methylimidazole trifluoromethanesulfonate FC(S(=O)(=O)O)(F)F.C(CCCCCCC)N1CN(C=C1)C